Non-5-ene 1,2,4-triazole salt N1N=CN=C1.CCCCC=CCCC